7-methoxy-2,3,4,5-tetrahydro-1H-benzo[c]azepine COC1=CC2=C(CNCCC2)C=C1